FC(OC1=C(C=C(C=C1)OC(F)F)C1=NN(C=C1NC(=O)C=1C=NN2C1N=CC=C2)CC=2N=NNN2)F N-[3-[2,5-bis(difluoromethoxy)phenyl]-1-(2H-tetrazol-5-ylmethyl)pyrazol-4-yl]pyrazolo[1,5-a]pyrimidine-3-carboxamide